(5R,6S)-2-Amino-6-((R)-5H-imidazo[5,1-a]isoindol-5-yl)-5,6,7,8-tetrahydrochinolin-5-ol NC1=NC=2CC[C@H]([C@H](C2C=C1)O)[C@H]1N2C(C3=CC=CC=C13)=CN=C2